C(C)(C)(C)OC(=O)N1CC(CC1)C1=NC(=C2C(=N1)N(N=C2C(F)(F)F)COCC[Si](C)(C)C)OC 3-(4-Methoxy-3-(trifluoromethyl)-1-((2-(trimethylsilyl)ethoxy)methyl)-1H-pyrazolo[3,4-d]pyrimidin-6-yl)pyrrolidine-1-carboxylic acid tert-butyl ester